C(CCC)C=1N=C(N(C1CCCC)C=C)C 4,5-dibutyl-2-methyl-1-vinyl-imidazole